1-(4-(3-amino-1H-pyrazolo[3,4-c]pyridin-4-yl)naphthalen-1-yl)-3-(2-fluoro-5-methylphenyl)Urea NC1=NNC2=CN=CC(=C21)C2=CC=C(C1=CC=CC=C21)NC(=O)NC2=C(C=CC(=C2)C)F